tert-butyl 3-((1-allyl-6-chloro-2,2-dioxido-4,9-dihydro-[1,2,6]thiadiazino[4,3-g]indol-3(1H)-yl)methyl)piperidine-1-carboxylate C(C=C)N1S(N(CC=2C=C(C=3C=CNC3C21)Cl)CC2CN(CCC2)C(=O)OC(C)(C)C)(=O)=O